(((2,2-bis(3-chlorophenyl)tetrahydrofuran-3-yl)methyl)(methyl)amino)methyl methyl maleate C(\C=C/C(=O)OC)(=O)OCN(C)CC1C(OCC1)(C1=CC(=CC=C1)Cl)C1=CC(=CC=C1)Cl